6-(3-((5R,6S)-2,2-Difluoro-6-methyl-5-(((5-(trifluoromethyl)pyridin-2-yl)amino)methyl)morpholine-4-carbonyl)-1-methyl-1H-pyrazol-4-yl)nicotinonitrile FC1(CN([C@@H]([C@@H](O1)C)CNC1=NC=C(C=C1)C(F)(F)F)C(=O)C1=NN(C=C1C1=NC=C(C#N)C=C1)C)F